Cl.Cl.N1=CN=C(C=C1)CN1C(=NC2=C1C=CC=C2)CCN 2-(1-(pyrimidin-4-ylmethyl)-1H-benzo[d]imidazol-2-yl)ethan-1-amine dihydrochloride